(R)-6-chloro-3-((1-(2-cyano-7-methyl-3-(4-(1-methyl-1H-pyrazol-3-yl)piperidin-1-yl)quinoxalin-5-yl)ethyl)amino)picolinic acid ClC1=CC=C(C(=N1)C(=O)O)N[C@H](C)C1=C2N=C(C(=NC2=CC(=C1)C)C#N)N1CCC(CC1)C1=NN(C=C1)C